OC1(CNNC1=O)O 4,4-dihydroxypyrazoline-5-one